1-(3-fluoro-2-methylphenyl)-3-(6-methoxy-2-methylpyridin-3-yl)-6-(trifluoromethyl)-2,3-dihydroquinazolin-4(1H)-one FC=1C(=C(C=CC1)N1CN(C(C2=CC(=CC=C12)C(F)(F)F)=O)C=1C(=NC(=CC1)OC)C)C